pentenyl isocyanate C(=CCCC)N=C=O